ClC1=NC(=NC(=C1)C1=C(C=CC=C1C)C)NS(=O)(=O)C=1C=C(C(=O)N2[C@@H](CN(C[C@@H](C2)O)C(=O)OC(C)(C)C)CC(C)C)C=CC1 tert-Butyl (3R,6R)-4-[3-[[4-chloro-6-(2,6-dimethylphenyl)pyrimidin-2-yl]sulfamoyl]benzoyl]-6-hydroxy-3-isobutyl-1,4-diazepane-1-carboxylate